COCCN(CCOC)S(F)(F)F Bis-(2-methoxyethyl)aminosulfur trifluoride